CN(C)\C=C\1/C(CC(CC1(C)C)(C)C)=O (Z)-2-((dimethylamino)methylene)-3,3,5,5-tetramethylcyclohexan-1-one